racemic-3-methyl-5-((4-oxo-5-azaspiro[2.5]octan-8-yl)amino)-8-(4-(trifluoromethyl)phenyl)pyrido[4,3-d]pyrimidin-4(3H)-one CN1C=NC2=C(C1=O)C(=NC=C2C2=CC=C(C=C2)C(F)(F)F)N[C@@H]2CCNC(C21CC1)=O |r|